CC=1C(=C(C=2CC3=CC=CC=C3C2C1)C1=C(C=CC=C1)N(C=1C2(C3=CC4=CC=CC=C4C3=CC1)C=CC=C1C3=CC=CC=C3C=C12)C1=C(C=CC=C1)C1=CC=CC=2OC3=C(C21)C=CC=C3)C (dimethylfluorenyl)(dibenzofuranylphenyl)(spirobifluorenyl)(phenyl)amine